O=CCCC 2-oxoethyl-ethane